C1(=CC=CC=C1)C(C1=CC=CC=C1)=NC(C1=CC=CC=C1)C(CC=1N(C2=CC=CC=C2C1)C(=O)OC(C)(C)C)C(=O)OC tert-butyl 2-(2-(((diphenylmethylene) amino) benzyl)-3-methoxy-3-oxopropyl)-1H-indole-1-carboxylate